OC1=C2C(C(=C(OC2=C(C(=C1)O)C\C=C(/C)\CCC=C(C)C)C1=CC(=C(C=C1)O)O)OC)=O 5,7,3',4'-Tetrahydroxy-3-methoxy-8-geranylflavone